4-[2-(4-chloro-2-fluorophenyl)-2-methyl-2H-1,3-benzodioxol-4-yl]-3,3-difluoropiperidine ClC1=CC(=C(C=C1)C1(OC2=C(O1)C=CC=C2C2C(CNCC2)(F)F)C)F